Methyl (E)-3-(3'-fluoro-5-((4-methylbenzyl)carbamoyl)-4'-(morpholinomethyl)-[1,1'-biphenyl]-3-yl)acrylate FC=1C=C(C=CC1CN1CCOCC1)C1=CC(=CC(=C1)C(NCC1=CC=C(C=C1)C)=O)/C=C/C(=O)OC